tert-butyl 4-bromo-2-hydroxy-6-methoxy-benzoate BrC1=CC(=C(C(=O)OC(C)(C)C)C(=C1)OC)O